ClCC=1C=C(C=O)C=C(C1)OC(F)(F)F 3-(chloromethyl)-5-(trifluoromethoxy)benzaldehyde